thieno[3,2-d]Pyrimidine-6-carbonitrile N1=CN=CC2=C1C=C(S2)C#N